C(C)(C)(C)OC(=O)NC=1C=CC(=C(C1)B(O)O)C (5-((tert-butoxycarbonyl)amino)-2-methylphenyl)boronic acid